FC(O[Si](OC(F)(F)F)(OC(F)(F)F)C(C(C(C(C(C(C(C(F)(F)F)(F)F)(F)F)(F)F)(F)F)(F)F)(F)F)(F)F)(F)F perfluorooctyl-trimethyloxysilane